(1R,2S,5R)-1-amino-5-(2-boronoethyl)-2-((methylamino)methyl)cyclohexane-1-carboxylic acid N[C@]1([C@@H](CC[C@H](C1)CCB(O)O)CNC)C(=O)O